CS(=O)(=O)C1=CC=C(C=C1)C1=CC=CC=2N1N=C(N2)NC2=CC=C(C=C2)N2CCN(CC2)C(CCCCCNC2=CC=C1CN(C(C1=C2)=O)C2C(NC(CC2)=O)=O)=O 3-(6-((6-(4-(4-((5-(4-(methylsulfonyl)phenyl)-[1,2,4]triazolo[1,5-a]pyridin-2-yl)amino)phenyl)piperazin-1-yl)-6-oxohexyl)amino)-1-oxoisoindolin-2-yl)piperidine-2,6-dione